C(CC(O)(C(=O)O)CC(=O)O)(=O)O anti-citric acid